N1C=NC(=C1)COC=1C=CC(=C(C1)C=1C=CC=C2C(=C(C(NC12)=O)C(=O)NCCC)N)F 8-(5-((1H-Imidazol-4-yl)methoxy)-2-fluorophenyl)-4-amino-2-oxo-N-propyl-1,2-dihydroquinoline-3-carboxamide